C12(CC3CC(CC(C1)C3)C2)P(C(C)C)C(C)C 1-Adamantyl-di-(iso-propyl)phosphin